FC(S(=O)(=O)OC1=CC=C(C=C1)C=1C=2N(C=C(C1)C=1C=NN(C1)C([2H])([2H])[2H])N=CC2C#N)(F)F 4-(3-cyano-6-(1-(methyl-d3)-1H-pyrazol-4-yl)pyrazolo[1,5-a]pyridin-4-yl)phenyl trifluoromethanesulfonate